Cl.COC1=CC2=CC3=C(C(OC3)=O)C(=C2C=C1OC)C=1C=NC(=CC1)N(C)CCOC 6,7-dimethoxy-9-(6-((2-methoxyethyl)(methyl)amino)pyridin-3-yl)naphtho[2,3-c]furan-1(3H)-one hydrochloride